2-[[2-(aminomethyl)pyridin-3-yl]amino]ethan NCC1=NC=CC=C1NCC